(methoxymethoxy)-1-[(4-methoxyphenyl)methyl]-1H-indazole-7-carbonitrile COCOC1=NN(C2=C(C=CC=C12)C#N)CC1=CC=C(C=C1)OC